2-((2s,3s)-3-aminotetrahydro-2H-pyran-2-yl)-N-benzyl-5-chloro-3-iodothieno[3,2-b]pyridin-7-amine N[C@@H]1[C@H](OCCC1)C1=C(C2=NC(=CC(=C2S1)NCC1=CC=CC=C1)Cl)I